N-(4-(2-Chloro-4,4-dimethyl-4,5,6,8-tetrahydro-7H-thieno[2,3-c]azepine-7-yl)-2,6-Dimethylphenyl)-3,3-dimethylbutanamide ClC1=CC2=C(CN(CCC2(C)C)C2=CC(=C(C(=C2)C)NC(CC(C)(C)C)=O)C)S1